BrC1=C(C=C(C=C1F)C(F)(F)F)F 4-bromo-3,5-difluorobenzotrifluoride